(±)-cyclopropyl[1-(6-{[1-(cyclopropylmethyl)-3-(4-fluorophenyl)-4-methyl-1H-pyrazol-5-yl]amino}pyrimidin-4-yl)-3,5-dimethyl-1H-pyrazol-4-yl]methanol C1(CC1)[C@@H](O)C=1C(=NN(C1C)C1=NC=NC(=C1)NC1=C(C(=NN1CC1CC1)C1=CC=C(C=C1)F)C)C |r|